4-(dimethylamino)-2-isopropylthiazolo[4,5-d]pyridazin-7(6H)-one CN(C1=NNC(C2=C1N=C(S2)C(C)C)=O)C